5a,6,7,8,9,10-hexahydro-5H-4-oxa-3,10a,11,13,14-pentaaza-6,9-methano-naphtho[1,8-ab]heptalen-14-carboxylate C1=C2N=CN=C3C2=C(OCC2C4CCC(CN32)N4C(=O)[O-])N=C1